FC=1C=C(C=NC1)NC(OC[C@@H]1OC2=C(C3=C(N=C(S3)C3=C4N=CC(=NC4=CC(=C3)C)OC)C(=C2)Cl)OC1)=O (R)-(4-chloro-2-(2-methoxy-7-methylquinoxalin-5-yl)-7,8-dihydro-[1,4]dioxino[2',3':3,4]benzo[1,2-d]thiazol-7-yl)methyl (5-fluoropyridin-3-yl)carbamate